(S)-4-(4-(2,2-Difluoroethyl)-1-((5-methoxy-7-methyl-1H-indol-4-yl)methyl)piperazin-2-yl)-2-((tetrahydro-2H-pyran-4-yl)amino)benzoic acid FC(CN1C[C@@H](N(CC1)CC1=C2C=CNC2=C(C=C1OC)C)C1=CC(=C(C(=O)O)C=C1)NC1CCOCC1)F